[Si](C)(C)(C(C)(C)C)OCCOC1=C(C(=O)[O-])C=CC=C1F 2-(((tert-butyldimethylsilyl)oxy)ethoxy)-3-fluorobenzoate